2-Fluoro-5-(((2S,3R)-3-hydroxybutan-2-yl)oxy)-3-(5-methylthiazol-2-yl)-N-((R)-1-(2-(trifluoromethyl)pyrimidin-5-yl)ethyl)benzamide FC1=C(C(=O)N[C@H](C)C=2C=NC(=NC2)C(F)(F)F)C=C(C=C1C=1SC(=CN1)C)O[C@@H](C)[C@@H](C)O